sulfopropylmethacrylate potassium salt [K+].S(=O)(=O)([O-])CCCOC(C(=C)C)=O